N-((3S)-1-(2-chloro-N-((2-oxopiperidin-3-yl)methyl)acetamido)-5-methyl-2-oxohexan-3-yl)-4-methoxy-1H-indole-2-carboxamide ClCC(=O)N(CC1C(NCCC1)=O)CC([C@H](CC(C)C)NC(=O)C=1NC2=CC=CC(=C2C1)OC)=O